(S)-2-(N-[4-Amino-5-(pyridin-4-carbonyl)thiazol-2-yl]-3,4-difluoroanilino)propanamid NC=1N=C(SC1C(=O)C1=CC=NC=C1)N(C1=CC(=C(C=C1)F)F)[C@H](C(=O)N)C